3-(1-(2'-methoxy-[1,1-biphenyl]-4-yl)-1H-1,2,3-triazol-4-yl)benzoic acid COC1=C(C=CC=C1)C1=CC=C(C=C1)N1N=NC(=C1)C=1C=C(C(=O)O)C=CC1